C(C)(=O)C1=C(C2=C(N=C(N=C2)NC2=NC=C(C=C2)S(=O)(=O)C)N(C1=O)C1CCCC1)C 6-Acetyl-8-cyclopentyl-2-(5-methanesulfonyl-pyridin-2-ylamino)-5-methyl-8H-pyrido[2,3-d]pyrimidin-7-one